(Z)-1-(3-(Benzofuran-7-yl)-4-oxothiazolidin-2-ylidene)-3-(2-methyl-4-(1-(4-(perfluoroethoxy)phenyl)-1H-1,2,4-triazol-3-yl)phenyl)urea O1C=CC2=C1C(=CC=C2)N2/C(/SCC2=O)=N/C(=O)NC2=C(C=C(C=C2)C2=NN(C=N2)C2=CC=C(C=C2)OC(C(F)(F)F)(F)F)C